N1=CC=CC2=C3C(=C4C(=C12)C=CC=C4)C=CC=C3 dibenzoquinoline